sodium osmium hydroxide [Os](O)(O)(O)O.[Na]